NCC1=NC=CC(=C1F)C1=CC(=CC=2C=COC21)COC2=C(C=CC=C2)CC(=O)OC(C)(C)C tert-butyl 2-(2-((7-(2-(aminomethyl)-3-fluoropyridin-4-yl)benzofuran-5-yl)methoxy)phenyl)acetate